4-Chloro-2,3-dihydro-1H-pyrrolo[2,3-b]pyridine-1-carboxylic acid tert-butyl ester C(C)(C)(C)OC(=O)N1CCC=2C1=NC=CC2Cl